Pentadecyl (S)-2-amino-3-(3,5-difluorophenyl)propanoate N[C@H](C(=O)OCCCCCCCCCCCCCCC)CC1=CC(=CC(=C1)F)F